C(CCCC)C1=NC=CN1C amyl-3-methylimidazole